FC1=C(OCC(COC)=O)C(=CC=C1F)[N+](=O)[O-] 1-(2,3-difluoro-6-nitrophenoxy)-3-methoxypropan-2-one